C(CCC)C(CO)(CO)CCCC 2,2-Dibutyl-1,3-propandiol